N1=CC(=CC=C1)COC=1C(=CSC1)C=1N=NN(C1)C1C(NC(CC1)=O)=O 3-{4-[4-(pyridin-3-ylmethoxy)thiophen-3-yl]-1H-1,2,3-triazol-1-yl}piperidine-2,6-dione